4-methoxybenzimidazolesulfonyl chloride COC1=CC=CC=2N=C(NC21)S(=O)(=O)Cl